C1(CCC1)N1CCC(CC1)C1=CN=C(S1)C1=NNC(=C1C(C)C)C=1C=C(C=2N(C1)C=CN2)OC 5-(1-cyclobutylpiperidin-4-yl)-2-(4-isopropyl-5-(8-methoxyimidazo[1,2-a]pyridin-6-yl)-1H-pyrazol-3-yl)thiazole